CC=1N=C(SC1C(=O)OCCC)NC(CCNC(C1=CC(=CC=C1)C1=NOC(=N1)C)=O)=O Propyl 4-methyl-2-(3-(3-(5-methyl-1,2,4-oxadiazol-3-yl)benzamido)propanamido)thiazole-5-carboxylate